ClC=1C=C(C=C(C1OCOCC[Si](C)(C)C)C#N)C(C)(C)C1=CC=C(OCC23CC(C2)(C3)NC(OC(C)(C)C)=O)C=C1 tert-butyl N-[3-[[4-[1-[3-chloro-5-cyano-4-(2-trimethylsilylethoxymethoxy)phenyl]-1-methyl-ethyl]phenoxy]methyl]-1-bicyclo[1.1.1]pentanyl]carbamate